methyl 6-aminobenzo[d]thiazole-5-carboxylate NC1=CC2=C(N=CS2)C=C1C(=O)OC